1-(2-methoxyethyl)-2-methyl-3-(pyrazin-2-ylmethyl)benzo[f]benzimidazol-3-ium-4,9-dione COCCN1C(=[N+](C2=C1C(C1=C(C2=O)C=CC=C1)=O)CC1=NC=CN=C1)C